O=C1C(=CC=2C(=NC=CN2)N1CC1=C(C=NC=C1)C(F)(F)F)C1CCN(CC1)C(=O)OC(C)(C)C tert-butyl 4-(6-oxo-5-((3-(trifluoromethyl)pyridin-4-yl)methyl)-5,6-dihydropyrido[2,3-b]pyrazin-7-yl)piperidine-1-carboxylate